NC=1N=C2C=C(C=NC2=CC1)CN(C(=O)C=1C=NC=C(C1)C(F)(F)F)C1=C(C=CC=C1)S(=O)(=O)C N-[(6-amino-1,5-naphthyridin-3-yl)methyl]-N-(2-methanesulfonylphenyl)-5-(trifluoromethyl)pyridine-3-carboxamide